F[C@H]1CNCC[C@@H]1NC1=NC=CC=C1 N-((3S,4S)-3-fluoropiperidin-4-yl)-pyridin-2-amine